4-(5-amino-4-chloro-pyrazol-1-yl)-6-[(2S,6S)-2,6-dimethylmorpholin-4-yl]pyridin-3-amine NC1=C(C=NN1C1=C(C=NC(=C1)N1C[C@@H](O[C@H](C1)C)C)N)Cl